ClC1=CC=C2C(=N1)NN=N2 5-chloro-3H-[1,2,3]triazolo[4,5-b]pyridine